S1C2=C(C(=C1)CCNC1=CC(=NC=N1)C1=CC(=CS1)OCC)C=CC=C2 5-[6-(2-Benzo[b]thiophen-3-yl-ethylamino)-pyrimidin-4-yl]-3-ethoxy-thiophene